Methyl 1-(4-chlorophenyl)-3-(2-(1,1-difluoroethyl)pyrimidin-4-yl)-1H-pyrazolo[3,4-d]pyrimidine-6-carboxylate ClC1=CC=C(C=C1)N1N=C(C=2C1=NC(=NC2)C(=O)OC)C2=NC(=NC=C2)C(C)(F)F